Cl.NCCCCCCN1C=NC=C1 1-(6-aminohexyl)imidazole hydrochloride